benzyl (2R,4S)-2-(6-cyclopropyl-8-(3-methyl-2,4-dioxoimidazolidin-1-yl)imidazo[1,2-a]pyridin-2-yl)-4-(propionyloxy)pyrrolidine-1-carboxylate C1(CC1)C=1C=C(C=2N(C1)C=C(N2)[C@@H]2N(C[C@H](C2)OC(CC)=O)C(=O)OCC2=CC=CC=C2)N2C(N(C(C2)=O)C)=O